4-(4-((1R,5S)-3,8-diazabicyclo[3.2.1]octan-3-yl)-2-(((S)-1-ethylpyrrolidin-2-yl)methoxy)-8-fluoropyrido[4,3-d]pyrimidin-7-yl)naphthalen-2-ol [C@H]12CN(C[C@H](CC1)N2)C=2C1=C(N=C(N2)OC[C@H]2N(CCC2)CC)C(=C(N=C1)C1=CC(=CC2=CC=CC=C12)O)F